(S)-N-(1-cyclopropylethyl)-5-(imidazo[1,2-a]pyridin-6-yl)pyrrolo[2,1-f][1,2,4]triazin-2-amine C1(CC1)[C@H](C)NC1=NN2C(C=N1)=C(C=C2)C=2C=CC=1N(C2)C=CN1